NC1=C(C=2C(=NC=C(C2S1)F)C=1C2=C(C=3C=NC(=NC3C1F)OCC1(C(C1)(F)F)CN1CCOCC1)COC2)C#N 2-Amino-4-(3-((2,2-difluoro-1-(morpholinomethyl)cyclopropyl)methoxy)-5-fluoro-7,9-dihydrofuro[3,4-f]quinazolin-6-yl)-7-fluorothieno[3,2-c]pyridine-3-carbonitrile